2-[4,7,10-tris(carboxymethyl)-1,4,7,10-tetraazacyclododecan-1-yl]butanoic acid C(=O)(O)CN1CCN(CCN(CCN(CC1)CC(=O)O)CC(=O)O)C(C(=O)O)CC